3-(1-oxo-4-{[(1r,4r)-4-[(3,3-difluorocyclobutyl)amino]cyclohexyl]({spiro[3.3]heptan-2-ylmethyl})amino}-3H-isoindol-2-yl)piperidine-2,6-dione O=C1N(CC2=C(C=CC=C12)N(CC1CC2(C1)CCC2)C2CCC(CC2)NC2CC(C2)(F)F)C2C(NC(CC2)=O)=O